methyl 6-(4-((tert-butyldimethylsilyl)oxy)but-1-en-1-yl)picolinate [Si](C)(C)(C(C)(C)C)OCCC=CC1=CC=CC(=N1)C(=O)OC